carboxyl-(carboxylate) C(=O)(O)C(=O)[O-]